C1(=CC=CC=C1)C=1C=CC=2N(C3=CC=C(C=C3C2C1)C1=CC=CC=C1)CCCCCCCCOP(O)(O)=O [8-(3,6-diphenyl-9H-carbazol-9-yl)octyl]phosphoric acid